FC=1C=C2C(C=CNC2=C(C1)OC)=O 6-fluoro-8-methoxy-1,4-dihydro-4-oxo-quinoline